OC[C@@H]1N(C[C@@H]([C@H]([C@@H]1O)O)O)C[C@@H]1CN(CC1)C1=C(C=CC=C1)OC(F)(F)F (2S,3R,4R,5S)-2-(hydroxymethyl)-1-(((R)-1-(2-(trifluoromethoxy)phenyl)pyrrolidin-3-yl)methyl)piperidine-3,4,5-triol